IC1=CNC2=NC(=CC=C21)C 3-iodo-6-methyl-1H-pyrrolo[2,3-b]pyridine